[Ru](Cl)Cl.N1=C(C=CC=C1)C1=NC=CC=C1.N1=C(C=CC=C1)C1=NC=CC=C1.N1=C(C=CC=C1)C1=NC=CC=C1 tris(2,2'-bipyridine) ruthenium dichloride